(3aR,5r,6aS)-2-(cyclohexylmethyl)-N-[4-(1,3-dimethylpyrazol-4-yl)-2,3-difluoro-phenyl]-3,3a,4,5,6,6a-hexahydro-1H-cyclopenta[c]pyrrol-5-amine C1(CCCCC1)CN1C[C@@H]2[C@H](C1)CC(C2)NC2=C(C(=C(C=C2)C=2C(=NN(C2)C)C)F)F